C(C)(=O)C=1C=C(NC1)C(=O)NCC1=C(C=CC=C1)OC 4-acetyl-N-(2-methoxybenzyl)-1H-pyrrole-2-carboxamide